5-fluoro-1-((5-phenylthiophen-2-yl)methyl)-1H-indazole-7-carboxamide FC=1C=C2C=NN(C2=C(C1)C(=O)N)CC=1SC(=CC1)C1=CC=CC=C1